C(=O)(OC(C)(C)C)N(C(CC(=O)O)C)C 3-[Boc(methyl)amino]butanoic acid